CC=1C=C2C(C(NC2=CC1)=O)=NN=C1SCC(N1C1=CC(=CC=C1)C(C)C)=O 5-methyl-3-(2-(3-(3-isopropylphenyl)-4-oxothiazolidin-2-ylidene)hydrazono)-1H-indol-2-one